4-pyrrolidin-1-ylbutanenitrile N1(CCCC1)CCCC#N